FC1=CC=C(OC2=CC=C(C=N2)S(=O)(=O)N2[C@H]([C@@H]3CC[C@H](C2)N3C(=O)OC)C(NO)=O)C=C1 methyl (1S,2R,5R)-3-((6-(4-fluorophenoxy)pyridin-3-yl)sulfonyl)-2-(hydroxycarbamoyl)-3,8-diazabicyclo[3.2.1]octane-8-carboxylate